FC(=C(F)F)C1=CC=CC=C1 2-trifluorovinylbenzene